N-(3-Methylpyridin-2-yl)-3-(5-(methylsulfonyl)pyridin-2-yl)-1,2,4-thiadiazol-5-amine CC=1C(=NC=CC1)NC1=NC(=NS1)C1=NC=C(C=C1)S(=O)(=O)C